ClC=1C=C(C(=NC1)F)[C@@H](C)N(C([O-])=O)C1=C(N=NN1C)C=1C=CC2=C(OCC(N2)=O)N1 (R)-1-(5-chloro-2-fluoropyridin-3-yl)-ethyl(1-methyl-4-(2-oxo-2,3-dihydro-1H-pyrido[2,3-b][1,4]-oxazin-6-yl)-1H-1,2,3-triazol-5-yl)-carbamate